CC=1C(=NC(=NC1)NC=1C=CC(=C(C(=O)OC)C1)B1OC(C(O1)(C)C)(C)C)OC(CC)CC methyl 5-((5-methyl-4-(pentan-3-yloxy)pyrimidin-2-yl)amino)-2-(4,4,5,5-tetramethyl-1,3,2-dioxaborolan-2-yl)benzoate